1-(4-(2,4-difluorobenzyl)-8,8-dimethyl-7,8-dihydro-6H-pyrrolo[2,3-e][1,2,4]triazolo[4,3-a]pyridin-6-yl)-2-((2R,5R)-5-methyl-2-(((R)-3-methylmorpholino)methyl)piperazin-1-yl)ethan-1-one FC1=C(CC=2C=3N(C4=C(C2)N(CC4(C)C)C(CN4[C@H](CN[C@@H](C4)C)CN4[C@@H](COCC4)C)=O)C=NN3)C=CC(=C1)F